Cl.C1(=CC=CC=C1)C1=NC(=NC(=C1)C1=CC=CC=C1)N=C(NCC1=CC=C(C=C1)O)N 2-(4,6-diphenylpyrimidin-2-yl)-1-(4-hydroxybenzyl)guanidine hydrochloride